ClC=1C(=C(CN2[C@@H](C[C@@](CC2)(C(=O)O)OC2=NC(=CC=C2F)NC2=NNC(=C2)C)C)C=CC1)F (2R,4S)-1-(3-chloro-2-fluorobenzyl)-4-((3-fluoro-6-((5-methyl-1H-pyrazol-3-yl)amino)pyridin-2-yl)oxy)-2-methylpiperidine-4-carboxylic acid